FC=1C(=NN(C1C)C1=CC=C(C=C1)OC(F)(F)F)C1CCN(CC1)CCN1CCOCC1 4-[2-[4-[4-fluoro-5-methyl-1-[4-(trifluoromethoxy)phenyl]pyrazol-3-yl]-1-piperidyl]ethyl]morpholine